OC1=C(C(=O)C2=NC3=CC=C(C=C3C(N2)=O)NC(CC2N(CCNC2)C)=O)C=CC=C1 2-(2-hydroxybenzoyl)-6-[2-(N-methylpiperazinyl)acetamido]-4(3H)-quinazolinone